Benzyl N-[(1R,2S,3S,5S)-8-[3-(4-chloro-2-methyl-2H-indazol-5-yl)-5-(hydroxymethyl)-1-(oxan-2-yl)-1H-pyrazolo[3,4-b]pyrazin-6-yl]-2-fluoro-8-azabicyclo[3.2.1]octan-3-yl]carbamate ClC=1C2=CN(N=C2C=CC1C1=NN(C2=NC(=C(N=C21)CO)N2[C@H]1[C@H]([C@H](C[C@@H]2CC1)NC(OCC1=CC=CC=C1)=O)F)C1OCCCC1)C